4,6,7,8-tetrahydropyrazolo[4,3-c]azepin-5(1H)-carboxylic acid tert-butyl ester C(C)(C)(C)OC(=O)N1CC2=C(CCC1)NN=C2